O=C1NC(CCC1NC1=CC(=C(C=C1)N1CCN(CC1)CCN1CCC(CC1)NC(OC(C)(C)C)=O)F)=O tert-Butyl N-{1-[2-(4-{4-[(2,6-dioxopiperidin-3-yl)amino]-2-fluorophenyl}piperazine-1-yl)ethyl]piperidin-4-yl}carbamate